C[N+](CCCCCCCCCCCCCCCCCC)(CCCCCCCCCCCCCCCCCC)C N,N-dimethyl-N,N-dioctadecylammonium